1-(3-methoxy-4-((6-methoxypyridin-3-yl)methoxy)benzyl)-5-(2,7-diazaspiro[3.5]nonan-2-yl)-1H-benzo[d]imidazole COC=1C=C(CN2C=NC3=C2C=CC(=C3)N3CC2(C3)CCNCC2)C=CC1OCC=1C=NC(=CC1)OC